C(#C)C=1C(=CC=C2C=C(C=C(C12)B(O)O)OCOC)F (8-ethynyl-7-fluoro-3-(methoxymethoxy)naphthalen-1-yl)boronic acid